Bis(3,5-bis(trifluoromethyl)phenyl)(2,4,6-trifluorophenyl)borane phenyl-(vinyl-carbamate) C1(=CC=CC=C1)N(C(O)=O)C=C.FC(C=1C=C(C=C(C1)C(F)(F)F)B(C1=C(C=C(C=C1F)F)F)C1=CC(=CC(=C1)C(F)(F)F)C(F)(F)F)(F)F